C(CCCCCCCCCCCCC)(=O)C(CNC(CCCCC(=O)O)=O)CC(CCCCCCCCCCCCC)=O 6-{(2,3-dimyristoyl-propyl)amino}-6-oxohexanoic acid